3-(3-chloro-4-(2-(pyrrolidin-1-yl)ethoxy)phenyl)-1-(6,7-dimethoxyquinazolin-4-yl)-1H-1,2,4-triazole-3,5-diamine ClC=1C=C(C=CC1OCCN1CCCC1)C1(NN(C(=N1)N)C1=NC=NC2=CC(=C(C=C12)OC)OC)N